2-methyl-1,2-benzisothiazole-3-one CN1SC2=C(C1=O)C=CC=C2